BrC=1C=C2C(=NN(C(C2=CC1)=O)CC(=O)NC1=NC=NC=C1F)C(F)(F)F 2-[6-bromo-1-oxo-4-(trifluoromethyl)phthalazin-2-yl]-N-(5-fluoropyrimidin-4-yl)acetamide